bis(2-(1-octyl-1H-1,2,3-triazol-4-yl)ethyl) 3,3'-((2-hydroxyethyl)azanediyl)dipropionate OCCN(CCC(=O)OCCC=1N=NN(C1)CCCCCCCC)CCC(=O)OCCC=1N=NN(C1)CCCCCCCC